C1CCC2=C(C=CC=C12)C1=C(C=C2C(=N1)C(=NN2)C=2C=NN(C2)C2CN(C2)C(=O)C2(CCC2)CO)OC (3-(4-(5-(2,3-Dihydro-1H-inden-4-yl)-6-methoxy-1H-pyrazolo[4,3-b]pyridin-3-yl)-1H-pyrazol-1-yl)azetidin-1-yl)(1-(hydroxymethyl)cyclobutyl)methanone